methyl 1-(5-{2',5,7-trimethyl-1H,2'H-[3,4'-biindazol]-1-yl}pyridin-2-yl)piperidine-4-carboxylate CN1N=C2C=CC=C(C2=C1)C1=NN(C2=C(C=C(C=C12)C)C)C=1C=CC(=NC1)N1CCC(CC1)C(=O)OC